1-{6-[5-(2,6-DIOXOPIPERIDIN-3-YL)PYRIDIN-2-YL]-2,6-DIAZASPIRO[3.3]HEPTANE-2-CARBONYL}-4-METHYLPIPERIDINE-4-CARBOXYLIC ACID O=C1NC(CCC1C=1C=CC(=NC1)N1CC2(CN(C2)C(=O)N2CCC(CC2)(C(=O)O)C)C1)=O